NC1=NC=NN2C1=NC=C2C=2C=CC(=C(C2)S(=O)(=O)NC2CCC(CC2)(C)O)Cl 5-(4-aminoimidazo[2,1-f][1,2,4]triazin-7-yl)-2-chloro-N-((1r,4r)-4-hydroxy-4-methylcyclohexyl)benzenesulfonamide